N-[4-[2-(4-chlorophenyl)piperazine-1-carbonyl]-3-pyrrolidin-1-ylphenyl]cyclopropanecarboxamide ClC1=CC=C(C=C1)C1N(CCNC1)C(=O)C1=C(C=C(C=C1)NC(=O)C1CC1)N1CCCC1